BrC=1C=C(C=CC1)C1(COC1)C(=O)NN 3-(3-bromophenyl)oxetane-3-carbohydrazide